NC=1N=C2N(C=C(N=C2)C=2C=C(C=NC2)N(C(OC(C)C)=O)C)C1 isopropyl (5-(2-aminoimidazo[1,2-a]pyrazin-6-yl)pyridin-3-yl)(methyl)carbamate